5-methoxy-2-[[(4-methoxy-3,5-dimethyl-2-pyridinyl)methyl]sulfanyl]-1H-benzimidazol COC1=CC2=C(NC(=N2)SCC2=NC=C(C(=C2C)OC)C)C=C1